5'-(4,6-diphenylpyrimidin-2-yl)-4,4''-bis(3-methyl-9H-carbazol-9-yl)-6'-(4-(3-methyl-9H-carbazol-9-yl)phenyl)-4'-(5H-pyrido[4,3-b]indol-5-yl)-[1,1':2',1''-terphenyl]-3'-carbonitrile C1(=CC=CC=C1)C1=NC(=NC(=C1)C1=CC=CC=C1)C=1C(=C(C(=C(C1C1=CC=C(C=C1)N1C2=CC=CC=C2C=2C=C(C=CC12)C)C1=CC=C(C=C1)N1C2=CC=CC=C2C=2C=C(C=CC12)C)C1=CC=C(C=C1)N1C2=CC=CC=C2C=2C=C(C=CC12)C)C#N)N1C2=C(C=3C=CC=CC13)C=NC=C2